7-bromo-6-chloro-8-fluoro-2-((((S)-1-methylpyrrolidin-2-yl)methoxy)quinazoline-4-yl)-2-methylpiperazine-1-carboxylic acid tert-butyl ester C(C)(C)(C)OC(=O)N1C(CNCC1Cl)(C)C1=NC(=NC2=C(C(=CC=C12)Br)F)OC[C@H]1N(CCC1)C